3-cyclopropyl-5-fluoro-4-({3-fluoro-4-[(1S,4S)-2-oxa-5-azabicyclo[2.2.1]heptane-5-carbonyl]pyridin-2-yl}amino)-N-[imidazolidin-2-ylidene]benzamide C1(CC1)C=1C=C(C(=O)N=C2NCCN2)C=C(C1NC1=NC=CC(=C1F)C(=O)N1[C@@H]2CO[C@H](C1)C2)F